C(#N)C=1C(=NN2C1CCC1=CC(=CN=C21)F)C2CCN(CC2)C(=O)OC(C)(C)C tert-butyl 4-(3-cyano-7-fluoro-4,5-dihydropyrazolo[1,5-a][1,8]naphthyridin-2-yl)piperidine-1-carboxylate